NC1=C2C(=NC=N1)N(N=C2C=2C=CC(=C(C#N)C2)OC(C)C)[C@@H](C)C=2C=C1N(C(C2C2=CC=CC=C2)=O)C(=CS1)Cl (S)-5-(4-amino-1-(1-(3-chloro-5-oxo-6-phenyl-5H-thiazolo[3,2-a]pyridin-7-yl)ethyl)-1H-pyrazolo[3,4-d]pyrimidin-3-yl)-2-isopropoxybenzonitrile